N-(2-methylquinolin-8-yl)thiophene-2-carboxamide Nickel [Ni].CC1=NC2=C(C=CC=C2C=C1)NC(=O)C=1SC=CC1